C1(CC1)N1CCN(CC1)C1CCN(CC1)C1=C(C=C(C(=C1)OC)NC1=NC=NC(=C1)N1OCC[C@@H]1C=1SC=CC1)NC(C=C)=O N-(2-(4-(4-cyclopropyl-piperazine-1-yl)piperidine-1-yl)-4-methoxy-5-((6-((R)-3-(thiophene-2-yl)isoxazolidine-2-yl)pyrimidine-4-yl)amino)-phenyl)acrylamide